N-[[6-(3-morpholinopropanoyl)-6-azaspiro[2.5]octan-2-yl]methyl]-1,3-dihydropyrrolo[3,4-c]pyridine-2-carboxamide O1CCN(CC1)CCC(=O)N1CCC2(C(C2)CNC(=O)N2CC=3C=NC=CC3C2)CC1